OC1=CC=C(C=C1)C(C)(C)C1=CC=C(OC2CC(C2)N2C(C3=CC=CC=C3C2=O)=O)C=C1 2-((1s,3s)-3-(4-(2-(4-hydroxylphenyl)propan-2-yl)phenoxy)cyclobutyl)isoindol-1,3-dione